2-[3-[1,3-benzodioxol-5-yl(methyl)carbamoyl]phenyl]-5-methyl-pyrazole O1COC2=C1C=CC(=C2)N(C(=O)C=2C=C(C=CC2)N2N=C(C=C2)C)C